C(#N)C=1C(=NC(=NC1)N[C@H](C(=O)OCC)C(C)C)N[C@H](C(=O)OCC)C(C)C (2S,2'S)-diethyl 2,2'-(5-cyanopyrimidine-2,4-diyl)bis(azanediyl)-bis(3-methylbutanoate)